C(CCNC([O-])=O)NC([O-])=O propane-1,3-diyldicarbamate